[(2R,3S)-7-(6-tert-butyl-5-methyl-pyrrolo[2,3-b]pyrazin-3-yl)-3-(cyclopropylmethyl)-3,4,5,6-tetrahydro-2H-azepin-2-yl]methanol C(C)(C)(C)C1=CC=2C(=NC(=CN2)C=2CCC[C@H]([C@@H](N2)CO)CC2CC2)N1C